Cl.N=1C=NN2C1C=C(C=C2)CC2=C(C=C(C=C2)NC=2C1=C(N=CN2)C=NC(=C1)N1CCNCC1)C N-(4-([1,2,4]triazolo[1,5-a]pyridin-7-ylmethyl)-3-methylphenyl)-6-(piperazin-1-yl)pyrido[3,4-d]pyrimidin-4-amine hydrochloride